C(CCCCCCCCCCCCCCCCCCCCCCCCCCCC)Cl nonacosyl chloride